3-chloro-5-fluoro-2-((4-methoxyphenoxy)methyl)benzaldehyde ClC=1C(=C(C=O)C=C(C1)F)COC1=CC=C(C=C1)OC